3-(5-(((1S,2R)-2-(((3,3-difluorocyclobutyl)methyl)amino)cyclopentyl)oxy)-1-oxoisoindolin-2-yl)piperidine-2,6-dione FC1(CC(C1)CN[C@H]1[C@H](CCC1)OC=1C=C2CN(C(C2=CC1)=O)C1C(NC(CC1)=O)=O)F